(3-methylphenyl)sulfonamide CC=1C=C(C=CC1)S(=O)(=O)N